4-chloro-7-(3-fluoro-4-((4-methylpiperazin-1-yl)methyl)phenyl)quinoline ClC1=CC=NC2=CC(=CC=C12)C1=CC(=C(C=C1)CN1CCN(CC1)C)F